C(C)(=O)NC1=C(C2=C(S1)C(C(CC2)(C2=CC=CC=C2)CC#N)=O)C(=O)OCC Ethyl 2-acetamido-6-(cyanomethyl)-7-oxo-6-phenyl-4,5,6,7-tetrahydrobenzo[b]thiophene-3-carboxylate